7-((1H-pyrazolo[3,4-d]pyrimidin-4-yl)oxy)-5-methyl-3-((6-methylpyridin-2-yl)methyl)-3,5-dihydro-4H-pyridazino[4,5-b]indol-4-one N1N=CC=2C1=NC=NC2OC=2C=CC=1C3=C(N(C1C2)C)C(N(N=C3)CC3=NC(=CC=C3)C)=O